2-(4-(3-isopropyl-2-(8-methyl-[1,2,4]triazolo[1,5-a]pyridin-6-yl)-1H-pyrrolo[2,3-c]pyridin-5-yl)piperidin-1-yl)-N,N-dimethylacetamide C(C)(C)C1=C(NC2=CN=C(C=C21)C2CCN(CC2)CC(=O)N(C)C)C=2C=C(C=1N(C2)N=CN1)C